C(C)(C)(C)N1CCCCC1 1-tert-butyl-piperidine